NC1=C(C(=O)NC2CCOCC2)C=C(C=N1)C1=CC=C(C=C1)OCCN1CCOCC1 2-amino-5-(4-(2-morpholinoethoxy)phenyl)-N-(tetrahydro-2H-pyran-4-yl)nicotinamide